methyl 3-((2-(1H-pyrazol-1-yl)ethyl)amino)-4-amino-5-fluorobenzoate N1(N=CC=C1)CCNC=1C=C(C(=O)OC)C=C(C1N)F